Ethyl (2S)-2-[[(2S)-2-(tert-butoxycarbonylamino)-4-methyl-pentanoyl]amino]-3-(1-methyl-5-nitro-benzimidazol-2-yl)propanoate C(C)(C)(C)OC(=O)N[C@H](C(=O)N[C@H](C(=O)OCC)CC1=NC2=C(N1C)C=CC(=C2)[N+](=O)[O-])CC(C)C